C1(=CC=CC=C1)C#CC#CC1=CC=CC=C1 1,4-diphenylbutan-1,3-diyne